C1(CC1)N1N=CC(=C1)[C@H]1OCC[C@H](C1)C=1N=C(C=2N(C(C(=C(N2)C)F)=O)C1)C1=C(C=C(C#N)C=C1)F 4-(7-((2S,4R)-2-(1-cyclopropyl-1H-pyrazol-4-yl)tetrahydro-2H-pyran-4-yl)-3-fluoro-2-methyl-4-oxo-4H-pyrazino[1,2-a]pyrimidin-9-yl)-3-fluorobenzonitrile